3-chloro-6-methyl-11-(((tetrahydrofuran-3-yl)methyl)amino)-6,11-dihydrodibenzo[c,f][1,2]thiazepine 5,5-dioxide ClC1=CC2=C(C(C3=C(N(S2(=O)=O)C)C=CC=C3)NCC3COCC3)C=C1